(R)-2-amino-6-[(1R,2S)-1,2-dihydroxypropyl]-5,6,7,8-tetrahydro-4(3H)-pteridinone NC1=NC=2NC[C@@H](NC2C(N1)=O)[C@H]([C@H](C)O)O